2-Aminoethane-1-sulfonic acid NCCS(=O)(=O)O